O1CCN(CC1)C1=CC=C(N)C=C1 4-morpholinoaniline